2-bromo-N-cyclobutyl-3-fluoroaniline BrC1=C(NC2CCC2)C=CC=C1F